C(C)(=O)OC[C@@H]([C@H](CC)C(=O)N1\C(\NCC1)=N/C1=C(C2=C(NC=N2)C=C1)Br)CC1=CN=CN1C (2R,3S)-3-((Z)-2-((4-Bromo-1H-benzo[d]imidazol-5-yl)imino)imidazolidine-1-carbonyl)-2-((1-methyl-1H-imidazol-5-yl)methyl)pentyl acetate